N-(1-((3-cyano-2-fluorophenyl)amino)-6-methylisoquinolin-5-yl)-4-((2,4-dimethoxybenzyl)amino)quinazoline-8-carboxamide C(#N)C=1C(=C(C=CC1)NC1=NC=CC2=C(C(=CC=C12)C)NC(=O)C=1C=CC=C2C(=NC=NC12)NCC1=C(C=C(C=C1)OC)OC)F